FC1=CC=C(C=C1)CN(C1=C(C(=NN1C(C1=C(C=CC=C1)OC)=O)C1C(N(CCC1C(F)(F)F)S(=O)(=O)N1CC(CC1)O)=O)C)C 3-(5-{[(4-fluorophenyl)methyl](methyl)amino}-1-(2-methoxybenzoyl)-4-methyl-1H-pyrazol-3-yl)-1-[(3-hydroxypyrrolidin-1-yl)sulfonyl]-4-(trifluoromethyl)piperidin-2-one